FC(C)(F)C=1C(=C(C=CC1)[C@@H](C)NC=1C2=C(N=C(N1)C)C=NC(=C2)N2C[C@H](CC2)NC(C)=O)F N-[(3S)-1-[4-[[(1R)-1-[3-(1,1-difluoroethyl)-2-fluorophenyl]ethyl]amino]-2-methyl-pyrido[3,4-d]pyrimidin-6-yl]pyrrolidin-3-yl]acetamide